(R)-5-bromo-1-(4-bromophenyl)benzo[d][1,3,2]thiaselenazol-1-one BrC=1C=CC2=C([Se]NS2(=O)C2=CC=C(C=C2)Br)C1